1-{2-[4,6-diamino-(1,3,5)triazin-2-yl]-ethyl}-3-[3-(trimethoxysilyl)propyl]urea NC1=NC(=NC(=N1)N)CCNC(=O)NCCC[Si](OC)(OC)OC